C(C1=CC=CC=C1)[C@@H]1N(C(SC1)=S)C([C@@H]([C@H](CC)O)C)=O (2R,3S)-1-((S)-4-benzyl-2-thioxothiazolidin-3-yl)-3-hydroxy-2-methylpentan-1-one